BrC1=C(C=C(C(=C1Cl)Cl)F)F 2-bromo-3,4-dichloro-1,5-difluoro-benzene